C(C)(C)(C)OC(=O)NC=1SC(=C(N1)CC(=O)N)C 2-(2-((tert-butoxycarbonyl)amino)-5-methylthiazol-4-yl)acetamide